4-(3-(hydroxymethyl)phenoxy)benzonitrile OCC=1C=C(OC2=CC=C(C#N)C=C2)C=CC1